CC=1NC=CN1.CC=1NC=CN1.[Zn+2] mono-zinc (II) bis(2-methyl-1H-imidazole)